CC=1C=C(C=O)C=CC1[N+](=O)[O-] 3-METHYL-4-NITROBENZALDEHYDE